4-(Phenylmethyloxy)-3-fluoro-2,6-dimethylbenzaldehyde C1(=CC=CC=C1)COC1=C(C(=C(C=O)C(=C1)C)C)F